C(C(C)C)(=O)[O-].[Cr+3].C(C(C)C)(=O)[O-].C(C(C)C)(=O)[O-] chromium (III) isobutyrate